CC(CC(C)=O)(C)OOC(C)(C)C 4-methyl-4-(t-butylperoxy)-2-pentanone